[N+](=O)([O-])C1=CC=C(C=C1)N1CCC(CC1)N1CCOCC1 4-(1-(4-nitrophenyl)piperidin-4-yl)morpholine